perfluoro(2-methyl-3-oxahexanoic acid) lithium [Li].FC(C(=O)O)(OC(C(C(F)(F)F)(F)F)(F)F)C(F)(F)F